COC(=O)C=1C2=CC=C(C=C2C=2C=C(C(=CC2C1)OC)OC)O 6-hydroxy-2,3-dimethoxy-phenanthrene-9-carboxylic acid methyl ester